C1=C(C=CC2=CC=CC=C12)C=1C=C(C=C2C=3C=C(C(=CC3C3=C(C(=CC=C3C12)OCCCCC)OCCCCC)OCCCCC)OCCCCC)OCCCCC 8-(naphthalen-2-yl)-2,3,6,11,12-penta(pentyloxy)triphenylene